FC1=CC=C(C=C1)C1=C(C(=NC2=CC(=CC=C12)O)C(C(=O)O)CC)C(C)C [4-(4-fluorophenyl)-7-hydroxy-3-isopropyl-2-quinolyl]butanoic acid